8-((4-(4'-chloro-[1,1'-biphenyl]-4-yl)pyridin-2-yl)methyl)-8-azaspiro[4.5]decane ClC1=CC=C(C=C1)C1=CC=C(C=C1)C1=CC(=NC=C1)CN1CCC2(CCCC2)CC1